ClC=1C(=NC(=NC1)NC1=CC(=NS1)C)NC1=C(C=CC(=C1)[N+](=O)[O-])F 5-chloro-N4-(2-fluoro-5-nitrophenyl)-N2-(3-methylisothiazol-5-yl)pyrimidine-2,4-diamine